4-(8-dimethylamino-2-oxo-8-phenyl-1,3-diazaspiro[4.5]decan-3-yl)-3,5-difluoro-benzamide CN(C1(CCC2(CN(C(N2)=O)C2=C(C=C(C(=O)N)C=C2F)F)CC1)C1=CC=CC=C1)C